5-[1-[2-(chloromethyl)-3-hydroxy-2-methylpropyl]-3-(trifluoromethyl)pyrazol-4-yl]-N-[3-chloro-4-[4-(piperidine-4-carbonyl)piperazine-1-carbonyl]phenyl]-1-methylimidazole-2-carboxamide ClCC(CN1N=C(C(=C1)C1=CN=C(N1C)C(=O)NC1=CC(=C(C=C1)C(=O)N1CCN(CC1)C(=O)C1CCNCC1)Cl)C(F)(F)F)(CO)C